C1(CC1)C(C1CC1)NC(=O)C1=CC(=NN1CC(C)(C)O)C=1C=C(C=CC1)C=1OC(=CN1)C(=O)N[C@@H](C(C)C)C(=O)OC methyl (2-(3-(5-((dicyclopropylmethyl)carbamoyl)-1-(2-hydroxy-2-methylpropyl)-1H-pyrazol-3-yl)phenyl)oxazole-5-carbonyl)-L-valinate